BrC1=C2C(=C(C(=C(C2=C(C2=C(C(=C(C(=C12)[2H])[2H])[2H])[2H])C1=C2C(=C(C(=C(C2=C2C(=C(C(=C(C2=C1[2H])[2H])[2H])[2H])[2H])[2H])[2H])[2H])[2H])[2H])[2H])[2H])[2H] 9-(10-bromoanthracen-9-yl-1,2,3,4,5,6,7,8-d8)phenanthrene-1,2,3,4,5,6,7,8,10-d9